propyl-trimethyl-oxysilane C(CC)[Si](OC)(OC)OC